O1C(=NC2=C1C=CC=C2)C2=CC=C(C=C2)N(C2=CC=C(C=C2)C2=CC=C(C=C2)C2=CC1=C(N=C(O1)C1=CC=CC=C1)C=C2)C2=CC=CC=C2 N-(4-benzooxazole-2-yl-phenyl)-N-phenyl-N-{4'-(2-phenyl-benzooxazole-6-yl)-[1,1']biphenyl-4-yl}-amine